(R)-4-(5-chloro-6-methylpyridazin-3-yl)-3-methylmorpholine ClC=1C=C(N=NC1C)N1[C@@H](COCC1)C